tert-butyl (1R,3S,5S)-3-[[5-cyclopropyl-3-(2,6-dichlorophenyl)-1,2-oxazol-4-yl]carbonyloxy]-8-azabicyclo[3.2.1]octane-8-carboxylate C1(CC1)C1=C(C(=NO1)C1=C(C=CC=C1Cl)Cl)C(=O)OC1C[C@H]2CC[C@@H](C1)N2C(=O)OC(C)(C)C